tert-Butyl ((1S,3S)-3-(oxazolo[5,4-b]pyridin-2-ylamino)cyclopentyl)carbamate N1=C(OC2=NC=CC=C21)N[C@@H]2C[C@H](CC2)NC(OC(C)(C)C)=O